C[C@@H]1OCC1 (2S,3R)-2-methyloxetan